CC(CC1=CC=CC=C1)NC(C#N)C1=CC=CC=C1 2-(α-methylphenethyl-amino)-2-phenyl-acetonitrile